[Cu+].CC=1C=C(C=C(C1)C)C=1C(=NC2=C3N=C(C(=CC3=CC=C2C1)C1=CC(=CC(=C1)C)C)C(C)C)C(C)C 3,8-bis(3,5-di(methyl)phenyl)-2,9-di(isopropyl)-1,10-phenanthroline copper (I)